FC1(CN(CCC1)C(=O)OC(C)(C)C)COC=1C=2N(C=C(N1)C=1C=NN(C1)C)N=CC2 tert-butyl 3-fluoro-3-(((6-(1-methyl-1H-pyrazol-4-yl)pyrazolo[1,5-a]pyrazin-4-yl)oxy)methyl)piperidine-1-carboxylate